methyl (2S)-2-((2S)-2-((((2-(3-chlorobenzyl)cyclopentyl)oxy)carbonyl)amino)-3-cyclohexylpropanamido)-3-((S)-2-oxopyrrolidin-3-yl)propanoate ClC=1C=C(CC2C(CCC2)OC(=O)N[C@H](C(=O)N[C@H](C(=O)OC)C[C@H]2C(NCC2)=O)CC2CCCCC2)C=CC1